ClC1=C(N=C(NC1=O)C1=CC(=NC=C1)F)N1CCN(CCC1)C 5-chloro-2-(2-fluoro-4-pyridinyl)-4-(4-methyl-1,4-diazepan-1-yl)-1H-pyrimidin-6-one